ClC=1N(N=C2C=CC(=C(C12)CC(=O)N1[C@H](C2=CC=CC(=C2CC1)[C@@H](C(F)F)O)C)Cl)C 2-(3,5-dichloro-2-methyl-indazol-4-yl)-1-[(1S)-5-[(1S)-2,2-difluoro-1-hydroxy-ethyl]-1-methyl-3,4-dihydro-1H-isoquinolin-2-yl]ethanone